(S)-6-(1-amino-1,3-dihydrospiro[indene-2,4'-piperidine]-1'-yl)-3-(3,4-dihydronaphthalen-1-yl)-1,5-dihydro-4H-pyrazolo[3,4-d]pyrimidin-4-one N[C@@H]1C2=CC=CC=C2CC12CCN(CC2)C=2NC(C1=C(N2)NN=C1C1=CCCC2=CC=CC=C12)=O